N1N=CC2=CC=C(C=C12)C=O indazole-6-carboxaldehyde